6-methyl-N1-(2,3,4,5-tetrafluorophenyl)isoquinoline-1,5-diamine CC1=C(C=2C=CN=C(C2C=C1)NC1=C(C(=C(C(=C1)F)F)F)F)N